FC(C(=O)O)(F)F.CC1(C2C(N(C(C12)=O)CC1=CC2=NC=CC(=C2S1)C=1N(C=CC1)CC1CNCCO1)=O)C 6,6-dimethyl-3-((7-(1-(morpholin-2-ylmethyl)-1H-pyrrol-2-yl)thieno[3,2-b]pyridin-2-yl)methyl)-3-azabicyclo[3.1.0]hexane-2,4-dione 2,2,2-trifluoroacetate